CC(C)CCCC(C)CCCC(C)CCCC(C)C The molecule is a norterpene that is an acyclic saturated hydrocarbon derived from phytane by loss of its C-16 terminal methyl group. It has a role as a biomarker and an immunological adjuvant. It is a norterpene and a long-chain alkane.